C1N(CC12CNC2)C(=O)C2=CC=C1C(=CC(=NC1=C2)C2=C(C=C(C=C2F)S(=O)(=O)N2CCC(CC2)F)F)C (2,6-diazaspiro[3.3]hept-2-yl){2-[2,6-difluoro-4-(4-fluoropiperidine-1-sulfonyl)phenyl]-4-methylquinolin-7-yl}methanone